Butyl (2-(4-(4,4,5,5-tetramethyl-1,3,2-dioxaborolan-2-yl)-1H-pyrazol-1-yl)ethyl)carbamate CC1(OB(OC1(C)C)C=1C=NN(C1)CCNC(OCCCC)=O)C